C(C)(C)(C)OC(=O)N[C@@H](CC=1C=C(CCB(O)O)C=CC1)C(=O)OCC (S)-(3-(2-((tert-butoxycarbonyl)amino)-3-ethoxy-3-oxopropyl)phenethyl)boronic acid